BrC1=CC=C2C(=CN=CC2=C1)O 7-bromo-4-hydroxylisoquinoline